O[C@@H](CN1CCN(CCN(CCN(CC1)[C@@H](C(=O)O)C)[C@@H](C(=O)O)C)[C@@H](C(=O)O)C)C (2R,2'R,2''R)-2,2',2''-(10-((R)-2-hydroxypropyl)-1,4,7,10-tetraazacyclododecane-1,4,7-triyl)tripropionic acid